(S)-(4-((3-((tert-Butoxycarbonyl)amino)pyrrolidin-1-yl)methyl)benzyl)glycine C(C)(C)(C)OC(=O)N[C@@H]1CN(CC1)CC1=CC=C(CNCC(=O)O)C=C1